4-(5-chlorobenzofuran-2-yl)-2,3-dihydro-1H-pyrrole ClC=1C=CC2=C(C=C(O2)C=2CCNC2)C1